O[C@@H]1CC[C@@H](N(C1)C(=O)OC(C)(C)C)CO Tert-Butyl (2R,5R)-5-hydroxy-2-(hydroxymethyl)piperidine-1-carboxylate